(R)-1-(7-chloro-2-((1-((dimethylamino)methyl)cyclopropyl)methoxy)-8-fluoropyrido[4,3-d]pyrimidin-4-yl)-3-methylpiperidin-3-ol ClC1=C(C=2N=C(N=C(C2C=N1)N1C[C@@](CCC1)(O)C)OCC1(CC1)CN(C)C)F